FC([Si](C(F)(F)F)(OC(C(F)(F)F)(F)F)C(C(C(C(C(C(C(C(C(C(F)(F)F)(F)F)(F)F)(F)F)(F)F)(F)F)(F)F)(F)F)(F)F)(F)F)(F)F perfluorodecyl-ethoxydimethylsilane